(R)-N-(1-(3-(1-ethyl-1H-pyrazol-3-yl)-5-(1-methyl-1H-pyrazol-4-yl)phenyl)ethyl)-2-methyl-5-(3,3,4-trimethylpiperazin-1-yl)benzamide C(C)N1N=C(C=C1)C=1C=C(C=C(C1)C=1C=NN(C1)C)[C@@H](C)NC(C1=C(C=CC(=C1)N1CC(N(CC1)C)(C)C)C)=O